C(C)(C)(C)OC(=O)C=1C=NN(C1C#CCCCO)C 5-(5-hydroxypent-1-yn-1-yl)-1-methyl-1H-pyrazole-4-carboxylic acid tert-butyl ester